4-(3-bromo-5-fluorophenoxy)-1-methylpiperidine BrC=1C=C(OC2CCN(CC2)C)C=C(C1)F